C(C(C(CCC)[2H])([2H])[2H])=O [2H3]-hexanal